ClC1=CC=C(CN2C[C@](CC2)(CCC2=CC=C(C=C2)S(=O)(=O)C)[C@@H]2OC(C2)(C)C)C=C1 |o1:23| (R)-1-(4-chlorobenzyl)-3-((R or S)-4,4-dimethyloxetan-2-yl)-3-(4-(methylsulfonyl)phenethyl)pyrrolidine